3-(4-bromophenyl)-1-phenyl-1H-pyrazolo[4,3-c]quinoline BrC1=CC=C(C=C1)C1=NN(C2=C1C=NC=1C=CC=CC21)C2=CC=CC=C2